5-(chloromethyl)furan-2-carboxylic acid ethyl ester C(C)OC(=O)C=1OC(=CC1)CCl